1,4-Diamino-2-nitrobenzol NC1=C(C=C(C=C1)N)[N+](=O)[O-]